1-(4-((3-chloro-1H-pyrrolo[2,3-B]pyridin-4-yl)oxy)-2-fluorophenyl)-3-(4-((4-methyl-1,4-diazepan-1-yl)methyl)-3-(trifluoromethyl)phenyl)urea ClC1=CNC2=NC=CC(=C21)OC2=CC(=C(C=C2)NC(=O)NC2=CC(=C(C=C2)CN2CCN(CCC2)C)C(F)(F)F)F